C(C)(C)(C)OC(=O)N1CC2(C1)CC(C2)(C(=O)O)C2=C(C=CC=C2)C(C)C 2-(tert-butoxycarbonyl)-6-(2-isopropylphenyl)-2-azaspiro[3.3]heptane-6-carboxylic acid